5-[4-cyclopropyl-7-(3-hydroxy-3-methyl-cyclobutyl)-5,6-dihydropyrrolo[2,3-c]pyridazin-3-yl]benzofuran-4-ol C1(CC1)C=1C2=C(N=NC1C1=CC=C3C(C=CO3)=C1O)N(CC2)C2CC(C2)(C)O